C(C)O[Si](CCCCC1OC1)(OCC)OCC triethoxy[4-(oxiran-2-yl)butyl]silane